FC=1C=C(C=CC1P(=O)(O)O)[C@H](C(=O)N[C@@H]1B(OC2=C(C1)C=CC=C2C(=O)O)O)NC(=O)C=2C1=C(NN2)CNC1 (R)-3-((R)-2-(3-fluoro-4-phosphonophenyl)-2-(1,4,5,6-tetrahydropyrrolo[3,4-c]pyrazole-3-carboxamido)acetamido)-2-hydroxy-3,4-dihydro-2H-benzo[e][1,2]oxaborinine-8-carboxylic acid